FC(C=1C(=C(C=CC1)[C@@H](C#C)NC=1C=2C(N=C(N1)C)=CC(N(C2)C2C[C@H]1CC[C@@H](C2)N1C)=O)C)F 4-(((R)-1-(3-(difluoromethyl)-2-methylphenyl)prop-2-yn-1-yl)amino)-2-methyl-6-((1R,3r,5S)-8-methyl-8-azabicyclo[3.2.1]octan-3-yl)pyrido[4,3-d]pyrimidin-7(6H)-one